3-tert-butyl-9,10-di(naphthalene-2-yl)anthracene C(C)(C)(C)C=1C=CC2=C(C3=CC=CC=C3C(=C2C1)C1=CC2=CC=CC=C2C=C1)C1=CC2=CC=CC=C2C=C1